C(C1=CC=CC=C1)C1(CN(CC1)S(=O)(=O)C1=NN(N=C1)C)C=1C=C2C=NN(C2=CC1C)C=1C=NN(C1)C([2H])([2H])[2H] 5-(3-benzyl-1-((2-methyl-2H-1,2,3-triazol-4-yl)sulfonyl)pyrrolidin-3-yl)-6-methyl-1-(1-(methyl-d3)-1H-pyrazol-4-yl)-1H-indazole